O[C@H](C(=O)[O-])C (S)-α-hydroxypropionate